BrC=1C(=C(C(=C(C1)C(F)(F)F)F)[C@H](CC(=O)OCC)N[S@](=O)C(C)(C)C)F ethyl (3S)-3-[3-bromo-2,6-difluoro-5-(trifluoromethyl)phenyl]-3-{[(R)-2-methylpropane-2-sulfinyl]amino}propanoate